5-hydroxyeicosapentaenoic acid CC/C=C\C/C=C\C/C=C\C/C=C\C=C\C(CCCC(=O)O)O